(3,4-epoxycyclohexylmethyl)butanetetracarboxylic acid C1(CC2C(CC1)O2)CC(C(C(=O)O)(C(=O)O)C(=O)O)(CC)C(=O)O